methyl 3-amino-4-methoxy-1H-pyrrole-2-carboxylate hydrochloride Cl.NC1=C(NC=C1OC)C(=O)OC